CC1=CC=C(S1)C1=CC=C(S1)C=1SC(=CC1)\C=C(/C#N)\C=C\C(C#N)=C (2Z,3E)-2-((5''-methyl-[2,2':5',2''-terthiophen]-5-yl)methylene)-5-methylenehex-3-enedinitrile